triethoxysilyl propylmethacrylate C(CC)C=C(C(=O)O[Si](OCC)(OCC)OCC)C